NC1=CC2=C(OC(O2)(F)F)C=2CCC(C(C12)=O)NC(C)=O N-(5-amino-2,2-difluoro-6-oxo-6,7,8,9-tetrahydronaphtho[1,2-d][1,3]dioxol-7-yl)acetamide